COC[C@](C)(O)C1=CC=2C(=NC(=CC2)C2=CC=3C(N=C2)=NN(C3)C)S1 (2S)-1-methoxy-2-(6-(2-methyl-2H-pyrazolo[3,4-b]pyridin-5-yl)thieno[2,3-b]pyridin-2-yl)-2-propanol